((2-(6-(2-ethyl-5-fluoro-4-hydroxyphenyl)-1H-indazol-3-yl)-1H-imidazol-4-yl)methyl)pyrrolidine-3-carbonitrile C(C)C1=C(C=C(C(=C1)O)F)C1=CC=C2C(=NNC2=C1)C=1NC=C(N1)CN1CC(CC1)C#N